NC1=C(C=CC2=CC=CC=C12)N=NC=1C=NC(=CC1)C1=C(C=CC=C1)OC 4-amino-3-[6-(2-methoxyphenyl)pyridine-3-ylazo]naphthalene